(S)-N-((R)-1-(4-carbamimidoylthiophen-2-yl)-2-methylpropyl)-7-((4-phenoxybutanoyl)glycyl)-1,4-dioxa-7-azaspiro[4.4]nonane-8-carboxamide C(N)(=N)C=1C=C(SC1)[C@@H](C(C)C)NC(=O)[C@H]1N(CC2(OCCO2)C1)C(CNC(CCCOC1=CC=CC=C1)=O)=O